1-isopropoxy-2,4-diisopropylbenzene C(C)(C)OC1=C(C=C(C=C1)C(C)C)C(C)C